4-Amino-N-(1-(2-fluorobenzoyl)-6-methylisoquinolin-5-yl)thieno[3,2-d]pyrimidine-7-carboxamide NC=1C2=C(N=CN1)C(=CS2)C(=O)NC2=C1C=CN=C(C1=CC=C2C)C(C2=C(C=CC=C2)F)=O